CC=1C=C(C=CC1)N1C(SC=C1C=1C=C(C(=O)NCCCCC=2SC=CC2)C=CC1)=O 3-(3-(3-methylphenyl)-4-thiazolinonyl)-N-(4-(thiophen-2-yl)butyl)benzamide